3-(aminomethyl)-3,5,5-trimethyl-cyclohexylamine NCC1(CC(CC(C1)(C)C)N)C